3,5-di-tert-butyl-4-hydroxycinnamic acid C(C)(C)(C)C=1C=C(C=CC(=O)O)C=C(C1O)C(C)(C)C